(triisopropylphenyl)iodonium tetrakis(pentafluorophenyl)borate FC1=C(C(=C(C(=C1[B-](C1=C(C(=C(C(=C1F)F)F)F)F)(C1=C(C(=C(C(=C1F)F)F)F)F)C1=C(C(=C(C(=C1F)F)F)F)F)F)F)F)F.C(C)(C)C1=C(C(=C(C=C1)[IH+])C(C)C)C(C)C